C1(=CC=CC=C1)Br trans-phenyl bromide